tert-butyl (R)-(3-bromo-2-(2-((tert-butoxycarbonyl)amino)but-3-en-1-yl)-5-chlorothieno[3,2-b]pyridin-7-yl)(thiazol-2-ylmethyl)carbamate BrC1=C(SC=2C1=NC(=CC2N(C(OC(C)(C)C)=O)CC=2SC=CN2)Cl)C[C@H](C=C)NC(=O)OC(C)(C)C